C(C)(=O)NC1=CC(=CC=C1)B1OC(C(O1)(C)C)(C)C N-acetyl-3-(4,4,5,5-tetramethyl-1,3,2-dioxaborolan-2-yl)aniline